BrC=1C=CC(N(C1)C(C(=O)C1=C(N(C(=C1)C)CC1=NN(C=C1)C)C)C)=O 5-bromo-1-(1-(2,5-dimethyl-1-((1-methyl-1H-pyrazol-3-yl)methyl)-1H-pyrrol-3-yl)-1-oxopropan-2-yl)pyridin-2(1H)-one